Cl.Cl.N1[C@H](CCC1)C(=O)NC1=CC=C(C=C1)C=1C=CC(=NC1)C(=O)O 5-[4-(D-prolylamino)phenyl]pyridine-2-carboxylic acid, dihydrochloride salt